(R)-3-(methylamino)-1-phenylpropan-1-ol CNCC[C@@H](O)C1=CC=CC=C1